allyl 4-(3-(4-hydroxyphenyl)-6-iminopyridazin-1(6H)-yl)butanoate OC1=CC=C(C=C1)C1=NN(C(C=C1)=N)CCCC(=O)OCC=C